ClC=1C=CC(=C(C1)C1=CC(=C(N=N1)OCC(F)(F)F)NC1=CC(=NC=C1)N)F N4-[6-(5-chloro-2-fluorophenyl)-3-(2,2,2-trifluoroethoxy)-pyridazin-4-yl]pyridine-2,4-diamine